N[C@@H](COC=1C=CC(=C(C(=O)NC2(CC2)C2=CC(=CC3=CC=CC=C23)Br)C1)C)C (R)-5-(2-Aminopropoxy)-N-(1-(3-bromonaphthalen-1-yl)cyclopropyl)-2-methylbenzamide